ClC1=CC=C2C(=C1)NC(C21N(C(C=2N=C(N(C21)C(C)C)C2=C(C=CC=C2)OC)=O)C2=CN(C(C(=C2)Cl)=O)C)=O 6-chloro-5'-(5-chloro-1-methyl-6-oxo-1,6-dihydropyridin-3-yl)-3'-isopropyl-2'-(2-methoxyphenyl)-3'H-spiro[indoline-3,4'-pyrrolo[3,4-d]imidazole]-2,6'(5'H)-dione